3-(3-morpholino-5-(4,4,5,5-tetramethyl-1,3,2-dioxaborolan-2-yl)phenyl)oxetan-3-ol O1CCN(CC1)C=1C=C(C=C(C1)B1OC(C(O1)(C)C)(C)C)C1(COC1)O